S1C(=CC=C1)C1=CC(OCC1)=O 4-(thien-2-yl)-5,6-dihydro-2H-pyran-2-one